COC=1C=C2C(=CC=NC2=CC1OC)OC1=C(C=C(C=N1)NC(=O)C1(CC1)C(=O)NCCC1=CC=CC=C1)Cl N-(6-{[6,7-Bis(methyloxy)chinolin-4-yl]oxy}-5-chloropyridin-3-yl)-N'-(2-phenylethyl)cyclopropan-1,1-dicarboxamid